COC1=NC=2CCC(CC2C=C1)C1OCCO1 2-methoxy-6-[1,3]dioxolanyl-5,6,7,8-tetrahydroquinoline